C(C)OC(CCC(=O)C1=NC2=C(C=CC=C2C=C1O)C1=C(C=C(C=C1)F)F)=O 4-[8-(2,4-Difluoro-phenyl)-3-hydroxy-quinolin-2-yl]-4-oxo-butyric acid ethyl ester